FC(C=1C(=C(C(=CC1F)F)C1=CC(=C2C=NC(=NN21)N[C@H]2[C@@H](CN(CC2)S(=O)(=O)C)F)F)F)F 7-(3-(difluoromethyl)-2,4,6-trifluorophenyl)-5-fluoro-N-((3R,4R)-3-fluoro-1-(methylsulfonyl)piperidin-4-yl)pyrrolo[2,1-f][1,2,4]triazin-2-amine